N-(2-cyanoacetyl)-carbamate C(#N)CC(=O)NC([O-])=O